arachidoyl trifluoromethyl ketone FC(F)(F)C(=O)C(CCCCCCCCCCCCCCCCCCC)=O